11-(tert-butyloxycarbonyl)-4,7,15,18-tetraoxo-3,8,11,14,19-pentaazaheneicosane-1,21-dioic acid C(C)(C)(C)OC(=O)N(CCNC(CCC(NCC(=O)O)=O)=O)CCNC(CCC(NCC(=O)O)=O)=O